FC1=CC(=C(N)C=C1)C 4-fluoro-2-methylaniline